2-(1-{4-[(3R)-2,6-dioxopiperidin-3-yl]phenyl}piperidin-4-yl)acetaldehyde O=C1NC(CC[C@@H]1C1=CC=C(C=C1)N1CCC(CC1)CC=O)=O